(S)-methyl-2-((S)-2-(7-chloro-4-methoxy-1H-indole-2-carbonyl)-2-azaspiro[4.5]decane-3-carboxamido)-3-((R)-5,5-dimethyl-2-oxopyrrolidin-3-yl)propanoate COC([C@H](C[C@H]1C(NC(C1)(C)C)=O)NC(=O)[C@H]1N(CC2(C1)CCCCC2)C(=O)C=2NC1=C(C=CC(=C1C2)OC)Cl)=O